CC(CO)=CCC1C(C(=CC1)C)(C)C 2-methyl-4-(2,2,3-trimethyl-3-cyclopenten-1-yl)but-2-en-1-ol